4-(3-amino-4-methyl-1H-indazol-5-yl)-3-chloro-N-(2-hydroxycyclopentyl)benzenesulfonamide NC1=NNC2=CC=C(C(=C12)C)C1=C(C=C(C=C1)S(=O)(=O)NC1C(CCC1)O)Cl